O[C@@H]1[C@H]([C@H](O[C@@H]([C@@H]1O)CO)OC)NC(C)=O N-((2S,3R,4R,5R,6R)-4,5-dihydroxy-6-(hydroxymethyl)-2-methoxytetrahydro-2H-pyran-3-yl)acetamide